C(C)C(CC=1SC=CC1)CCC(C)CC (2,5-diethyl-hexyl)thiophene